[4-(2-hydroxyethoxy) phenyl] ketone OCCOC1=CC=C(C=C1)C(=O)C1=CC=C(C=C1)OCCO